4-(3-(cyclopropylmethoxy)-4-(difluoromethoxy)phenyl)pyrrolidine-1,2-dicarboxylic acid dimethyl ester COC(=O)N1C(CC(C1)C1=CC(=C(C=C1)OC(F)F)OCC1CC1)C(=O)OC